S(=O)(=O)(O)O.OCC(=O)C1=NC2=CC=CC=C2C=C1 hydroxyquinolinyl-ethanone sulfate